2-(2-phenylquinolin-7-yl)-7-(pyrrolidin-3-yl)pyrazolo[1,5-a]pyrimidine-3-carbonitrile C1(=CC=CC=C1)C1=NC2=CC(=CC=C2C=C1)C1=NN2C(N=CC=C2C2CNCC2)=C1C#N